[bis(fluorosulfonyl)amino]lithium FS(=O)(=O)N(S(=O)(=O)F)[Li]